C(=O)(O)CS(=O)(=O)CCCCCCCCCCCCCCCC hexadecyl carboxymethyl sulfone